N-(2,2,2-trifluoroethyl)-1H-pyrazolo[4,3-c]pyridin-4-amine FC(CNC1=NC=CC2=C1C=NN2)(F)F